4-[2-(3-chlorophenoxy)ethoxy]tetrahydropyran-4-carbonitrile ClC=1C=C(OCCOC2(CCOCC2)C#N)C=CC1